N-(5-Chloro-1H-indol-3-yl)-1-cyclopropyl-5-(trifluoromethoxy)-1H-benzo[d]imidazol-2-amine ClC=1C=C2C(=CNC2=CC1)NC1=NC2=C(N1C1CC1)C=CC(=C2)OC(F)(F)F